FC1=C2C(NC(=NC2=CC(=C1)O)CS[C@@H]1CC[C@H](CC1)O)=O 5-fluoro-7-hydroxy-2-((((trans)-4-hydroxycyclohexyl)thio)methyl)quinazolin-4(3H)-one